P(=O)(O)(O)O[C@H]1C[C@@H](O[C@@H]1CO)N1C(=O)NC(=O)C(C)=C1.N1CCC(CC1)C1=NC=CN=C1OC=1C=NC(=CC1)C(F)(F)F 2-(piperidin-4-yl)-3-((6-(trifluoromethyl)pyridin-3-yl)oxy)pyrazine Thymidine-3'-monophosphate